N4-(4-(1H-indol-1-yl)-5-methoxypyrimidin-2-yl)-N1-(2-(dimethylamino)ethyl)-5-methoxy-N1-methylbenzene-1,2,4-triamine N1(C=CC2=CC=CC=C12)C1=NC(=NC=C1OC)NC=1C=C(C(=CC1OC)N(C)CCN(C)C)N